methyl 1-(4,4-difluoropiperidin-1-yl)-6-oxo-1,6-dihydropyridine-3-carboxylate FC1(CCN(CC1)N1C=C(C=CC1=O)C(=O)OC)F